(S)-N-((R)-1-(3-chloro-2,4-difluorophenyl)-3-(4-chlorophenyl)propyl)-2-oxo-imidazolidine-4-carboxamide ClC=1C(=C(C=CC1F)[C@@H](CCC1=CC=C(C=C1)Cl)NC(=O)[C@H]1NC(NC1)=O)F